2-propyl-1-pentadecanol C(CC)C(CO)CCCCCCCCCCCCC